tri-butyl-vinyltin C(CCC)[Sn](C=C)(CCCC)CCCC